C(C)(C)(C)OC(NC12CC(C1)(C2)C=2C=NN(C2)CC2=CC=CC=C2)=O (3-(1-benzyl-1H-pyrazol-4-yl)bicyclo[1.1.1]pent-1-yl)carbamic acid tert-butyl ester